4-((4-((4,4-difluoropiperidin-1-yl)methyl)benzyl)thio)-7-fluoro-1-oxoisoindoline FC1(CCN(CC1)CC1=CC=C(CSC2=C3CNC(C3=C(C=C2)F)=O)C=C1)F